methyl 2-[2-methoxy-5-methyl-4-[2-oxo-2-[[2-[[1-(trifluoromethyl)cyclopropyl]carbamoyl]-4-pyridyl]amino]ethyl]phenyl]-2-methyl-propanoate COC1=C(C=C(C(=C1)CC(NC1=CC(=NC=C1)C(NC1(CC1)C(F)(F)F)=O)=O)C)C(C(=O)OC)(C)C